5-Bromo-6-methyl-N-propan-2-ylpyridin-2-amine BrC=1C=CC(=NC1C)NC(C)C